O1CCC(=CC1)C=1C=CC=2N(C1)N=CC2 6-(3,6-dihydro-2H-pyran-4-yl)pyrazolo[1,5-a]pyridin